C(#N)CSC(N(C1=CC=CC=C1)C)=S Methyl-(phenyl)dithiocarbamic acid cyanomethyl ester